(5-methyl-1-(1-methyl-1H-pyrazol-4-yl)-1H-indazol-6-yl)-6-(trifluoromethyl)picolinamide CC=1C=C2C=NN(C2=CC1C=1C(=NC(=CC1)C(F)(F)F)C(=O)N)C=1C=NN(C1)C